N-((1H-indol-3-yl)methyl)-1-(5-(5-chloro-2-methoxypyridin-4-yl)-1H-pyrazole-3-carbonyl)piperidine-4-carboxamide N1C=C(C2=CC=CC=C12)CNC(=O)C1CCN(CC1)C(=O)C1=NNC(=C1)C1=CC(=NC=C1Cl)OC